(S)-1-((3,3-difluorocyclopentyl)methyl)-3-(1,1-difluoroethyl)-4-methyl-1H-pyrazole-5-carboxylic acid FC1(C[C@H](CC1)CN1N=C(C(=C1C(=O)O)C)C(C)(F)F)F